(S)-3-(1-amino-2-methylpropan-2-yl)-N-(3-methoxy-1-((4-(3-(2-methylpyridin-4-yl)phenyl)thiazol-2-yl)amino)-1-oxopropan-2-yl)benzamide NCC(C)(C)C=1C=C(C(=O)N[C@H](C(=O)NC=2SC=C(N2)C2=CC(=CC=C2)C2=CC(=NC=C2)C)COC)C=CC1